C1(CC1)C=1C(=C2C(=CC1)C(N(C[C@]21[C@H](C1)F)CC(=O)NC1=NC=C(C=N1)Cl)=O)F 2-[(2's,4r)-6-cyclopropyl-2',5-difluoro-1-oxospiro[3H-isoquinoline-4,1'-cyclopropane]-2-yl]-N-(5-chloropyrimidin-2-yl)acetamide